N1(CCC1)C[C@@H](C(=O)NC(C)(C)C1=CC(=CC=C1)F)C (S)-3-(azetidin-1-yl)-N-(2-(3-fluorophenyl)propan-2-yl)-2-methylpropanamide